ClCC=1N=CSC1 4-(chloromethyl)thiazol